N1C(=NC2=C1C=CC=C2)C=2C=C(C=CC2)NC2=NC=C(C=C2)C2=NC=NC=C2 N-[3-(1H-benzo[d]imidazol-2-yl)phenyl]-5-(pyrimidin-4-yl)pyridin-2-amine